(S)-2-[(R)-1-(4-bromo-3-chloro-phenyl)-1-((S)-2-methyl-propane-2-sulfonamido)-ethyl]-3-methylpentanoate BrC1=C(C=C(C=C1)[C@](C)(NS(=O)(=O)C(C)(C)C)[C@@H](C(=O)[O-])C(CC)C)Cl